(R)-4-amino-N-(sec-butyl)benzenesulfonamide NC1=CC=C(C=C1)S(=O)(=O)N[C@H](C)CC